C(#C)C=1C(=CC=C2C=C(C=C(C12)C1=C(C=2N=C(N=CC2C(=N1)N1[C@H](CC1)CN1N=CC=C1)OCC1C(CN2CCCC12)F)F)OCOC)F ((7-[8-ethynyl-7-fluoro-3-(methoxymethoxy)naphthalen-1-yl]-8-fluoro-5-[(2R)-2-(pyrazol-1-ylmethyl)azetidin-1-yl]pyrido[4,3-d]pyrimidin-2-yloxy)methyl)-2-fluoro-hexahydropyrrolizine